FC1(CCC2=C1N=C(N=C2C2=CC1=C(C(CO1)NS(=O)(=O)C)C(=C2)F)N2[C@H]([C@@H](C2)O)C)F N-(6-(7,7-difluoro-2-((2S,3R)-3-hydroxy-2-methylazetidin-1-yl)-6,7-dihydro-5H-cyclopenta[d]pyrimidin-4-yl)-4-fluoro-2,3-dihydrobenzofuran-3-yl)methanesulfonamide